3-amino-1-(2,2-difluoroethyl)-N-[(1s,4s)-4-{[2-(trifluoromethyl)imidazo[1,2-a]pyridin-5-yl]amino}cyclohexyl]-1H-pyrazole-4-carboxamide NC1=NN(C=C1C(=O)NC1CCC(CC1)NC1=CC=CC=2N1C=C(N2)C(F)(F)F)CC(F)F